trans-diisopropylcyclohex-4-en-1,2-dicarboxylate C(C)(C)OC(=O)[C@H]1[C@@H](CC=CC1)C(=O)OC(C)C